(4,4-difluoropiperidin-1-yl)(6-fluoro-4-(1,4-dioxa-8-azaspiro[4.5]decan-8-yl)quinolin-3-yl)methanone FC1(CCN(CC1)C(=O)C=1C=NC2=CC=C(C=C2C1N1CCC2(OCCO2)CC1)F)F